(1s,3s)-3-((tert-butyldimethylsilyl)oxy)-N-methylcyclobutan-1-amine [Si](C)(C)(C(C)(C)C)OC1CC(C1)NC